O[C@H]1[C@H]2[C@@H]3CC[C@H]([C@@H](CCCC(C(=O)O)(C)O)C)[C@]3(CC[C@@H]2[C@]2(CCC(C=C2C1)=O)C)C 7α,25-dihydroxy-3-oxocholest-4-en-26-oic acid